The molecule is a monocarboxylic acid anion that is the conjugate base of N-(indol-3-ylacetyl)glutamine, obtained by deprotonation of the carboxy group; major species at pH 7.3. It has a role as a human urinary metabolite. It is a conjugate base of a N-(indol-3-ylacetyl)glutamine. C1=CC=C2C(=C1)C(=CN2)CC(=O)NC(CCC(=O)N)C(=O)[O-]